N,N-bis(2-hydroxypropyl)acrylamide OC(CN(C(C=C)=O)CC(C)O)C